2-(4-amino-6-phenyl-9H-pyrido[2',3':4,5]pyrrolo[2,3-d]pyrimidin-9-yl)acetic acid NC=1C2=C(N=CN1)N(C1=C2N=C(C=C1)C1=CC=CC=C1)CC(=O)O